naphthalenone C1C=CC2=CC=CC=C2C1=O